1-oxo-2-(2,6-dioxopiperidin-3-yl)-4-aminoisoindoline O=C1N(CC2=C(C=CC=C12)N)C1C(NC(CC1)=O)=O